C(C1=CC=CC=C1)OC([C@H](CCCCN(C(C)C)C(=O)OC(C)(C)C)N=C=O)=O benzyl-(S)-6-((tert-butoxycarbonyl) (isopropyl) amino)-2-isocyanatohexanoate